2-(7-cyano-5-isopropoxybenzo[b]thiophen-2-yl)-4-methyl-oxazole-5-carboxylic acid C(#N)C1=CC(=CC2=C1SC(=C2)C=2OC(=C(N2)C)C(=O)O)OC(C)C